(R)-N-(2-(difluoromethoxy)-4-(3,5-dimethylisoxazol-4-yl)phenyl)-9-methyl-6-oxo-6,7,8,9-tetrahydropyrido[3',2':4,5]pyrrolo[1,2-a]pyrazine-2-carboxamide FC(OC1=C(C=CC(=C1)C=1C(=NOC1C)C)NC(=O)C=1C=CC=2C=C3N([C@@H](CNC3=O)C)C2N1)F